C1(CC1)[C@]1(C(NC(N1)=O)=O)C[C@H](C(=O)N1CC2=CC(=C(C=C2C1)Cl)Cl)C (5S)-5-cyclopropyl-5-((R)-(3-(5,6-dichloroisoindolin-2-yl)-2-methyl-3-oxopropyl))imidazolidine-2,4-dione